ClC1=CC=2CC3C(C2C=C1)C3NC(=O)[C@H]3N(C[C@@H](C3)O)C([C@@H](C(C)(C)C)N3N=NC(=C3)C3CC3)=O (2S,4R)-N-(4-chloro-1,1a,6,6a-tetrahydrocyclopropa[a]inden-1-yl)-1-[(2R)-2-(4-cyclopropyltriazol-1-yl)-3,3-dimethyl-butanoyl]-4-hydroxy-pyrrolidine-2-carboxamide